C(C)(C)(C)C1=NC2=C(N1C)C=C(C=C2)C2=NC=1C=NC(=NC1N(C2=O)C2=CC=C(C=C2)OC(F)F)OCC 6-(2-(tert-butyl)-1-methyl-1H-benzo[d]imidazol-6-yl)-8-(4-(difluoromethoxy)phenyl)-2-ethoxypteridin-7(8H)-one